FC1=CC=C(C=C1)[C@@H]1N(CCC2=CC=CC=C12)C(=O)[C@@H]1OC[C@@H]([C@H](C1)O)OCC(F)(F)F ((S)-1-(4-fluorophenyl)-3,4-dihydroisoquinolin-2(1H)-yl)((2R,4S,5S)-4-hydroxy-5-(2,2,2-trifluoroethoxy)tetrahydro-2H-pyran-2-yl)methanone